ClC1=CC=C2C(=NC(N(C2=C1)C1=CC=CC=C1)=O)CCN(C)C 7-chloro-4-(2-(dimethylamino)ethyl)-1-phenylquinazolin-2(1H)-one